N1=C(C=CC=C1)CCNC(NC1=C(N=NS1)C(=O)O)=O 5-(3-(2-(Pyridin-2-yl)ethyl)ureido)-1,2,3-thiadiazole-4-carboxylic acid